The molecule is a cardenolide glycoside that is the deacetyl derivative of tanghinin. Isolated from Cerbera manghas, it exhibits cytotoxic activities against oral human epidermoid carcinoma (KB), human breast cancer cell (BC) and human small cells lung cancer. It has a role as a metabolite and an antineoplastic agent. It is a cardenolide glycoside, a monosaccharide derivative, a tertiary alcohol and an epoxy steroid. It derives from a tanghinigenin. C[C@H]1[C@@H]([C@H]([C@@H]([C@@H](O1)O[C@H]2CC[C@@]3([C@H]4CC[C@@]5([C@H](CC[C@@]5([C@]46[C@@H](O6)C[C@@H]3C2)O)C7=CC(=O)OC7)C)C)O)OC)O